OCCOC1=C(C=C(C=C1)C(CCC=1SC(=CC1C(C)C)C1=CC=C(C=C1)C(F)(F)F)O)C 1-(4-(2-hydroxyethoxy)-3-methylphenyl)-3-(3-isopropyl-5-(4-(trifluoromethyl)phenyl)thiophen-2-yl)propan-1-ol